C(C)[C@]1(C(OCC=2C(N3CC=4C(=NC=5C=C(C(=CC5C4CN4CCN(CC4)S(=O)(=O)C4=CC=CC=C4)OC)F)C3=CC21)=O)=O)O (S)-4-ethyl-8-fluoro-4-hydroxy-9-methoxy-11-((4-(phenylsulfonyl)piperazin-1-yl)methyl)-1,12-dihydro-14H-pyrano[3',4':6,7]-indolizino[1,2-b]quinoline-3,14(4H)-dione